methyl-N-(1-methyl-1H-indazol-5-yl)-4-[(1-methylcyclopropyl)amino]furo[2,3-d]pyrimidine-5-carboxamide CC=1N=C(C2=C(N1)OC=C2C(=O)NC=2C=C1C=NN(C1=CC2)C)NC2(CC2)C